FC([C@@H](CCCCC1=NC=2NCCCC2C=C1)N([C@@H]1CNCC1)C)F (S)-N-((R)-1,1-difluoro-6-(5,6,7,8-tetrahydro-1,8-naphthyridin-2-yl)hexan-2-yl)-N-methylpyrrolidin-3-amine